[Os+2].FC(C1=NN(C(=N1)C1=NC=CC(=C1)C(C)(C)C)C=1C(=C(C=CC1)P(C)C)N1N=C(N=C1C1=NC=CC(=C1)C(C)(C)C)C(F)(F)F)(F)F bis(3-(trifluoromethyl)-5-(4-tert-butylpyridinyl)-1,2,4-triazolyl)dimethylphenylphosphine osmium (II)